C(C1=CC=CC=C1)[NH2+]CCCCCCCCCCCCCC benzyltetradecylammonium